BrC1=C(C=C(C=C1)C1=NN(C2=C1C=NC=1C=CC=CC21)C2=CC=CC=C2)Cl 3-(4-bromo-3-chlorophenyl)-1-phenyl-1H-pyrazolo[4,3-c]quinoline